C(#N)[C@H](C[C@@H]1C(NCCC1)=O)NC(=O)[C@@H]1N([C@@H]2CC([C@H]1CC2)(F)F)C([C@H](CC2CCC2)NC(C(F)(F)F)=O)=O (1S,3R,4S)-N-[(1S)-1-cyano-2-[(3R)-2-oxo-3-piperidyl]ethyl]-2-[(2S)-3-cyclobutyl-2-[(2,2,2-trifluoroacetyl)amino]propanoyl]-5,5-difluoro-2-azabicyclo[2.2.2]octane-3-carboxamide